bis-(2-fluoro-phenyl)-methanol FC1=C(C=CC=C1)C(O)C1=C(C=CC=C1)F